BrC=1SC(=NN1)C1=CC(=CC=C1)C=1C=CC=2N(C3=CC=CC=C3C2C1)C1=CC=CC=C1 2-bromo-5-(3-(9-phenyl-9H-carbazol-3-yl)phenyl)-1,3,4-thiadiazole